C(C)(C)(C)OC(=O)[C@@H]1N[C@H]([C@@]([C@@H]1C1=CC(=CC=C1)Cl)(C1=C(C=CC(=C1)Cl)F)CN)CC(C)(C)C (2R,3S,4S,5S)-4-(aminomethyl)-3-(3-chlorophenyl)-4-(5-chloro-2-fluorophenyl)-5-neopentylpyrrolidine-2-carboxylic acid tert-butyl ester